ClC1=CC(=C2C(=N1)N(C=N2)[C@H]2[C@@H]([C@@H]([C@@]1(C[C@H]21)C(=O)NC)O)O)NCC2CC2 (1s,2r,3s,4r,5s)-4-(5-chloro-7-((cyclopropylmethyl)amino)-3H-imidazo[4,5-b]pyridin-3-yl)-2,3-dihydroxy-N-methyl-bicyclo[3.1.0]hexane-1-carboxamide